5-(3,5-dichloro-4-hydroxybenzoylamino)-2-methyl-N-(2-(trifluoromethoxy)benzyl)thiazole-4-carboxamide ClC=1C=C(C(=O)NC2=C(N=C(S2)C)C(=O)NCC2=C(C=CC=C2)OC(F)(F)F)C=C(C1O)Cl